C(C)C1=CC=C(S1)C=1C=C2C(=NC1)N(C(N2CC(=O)N2CC(C2)F)=O)C 6-(5-ethyl-2-thienyl)-1-[2-(3-fluoroazetidin-1-yl)-2-oxo-ethyl]-3-methyl-imidazo[4,5-b]pyridin-2-one